C1(C=CC=C1)PC=1NC=CC1 cyclopentadienyl-[pyrrolyl]phosphine